2-chloro-6-methyl-4-(4,4,5,5-tetramethyl-1,3,2-dioxaborolan-2-yl)pyridine ClC1=NC(=CC(=C1)B1OC(C(O1)(C)C)(C)C)C